2-[(6-methoxy-2-methyl-1,2,3,4-tetrahydroisoquinolin-7-yl)amino]-4-{[2-(1,3-thiazol-5-yl)phenyl]amino}pyrimidine-5-carboxamide COC=1C=C2CCN(CC2=CC1NC1=NC=C(C(=N1)NC1=C(C=CC=C1)C1=CN=CS1)C(=O)N)C